3-[3-[4-[5-[tert-butyl(dimethyl)silyl]oxy-1-tetrahydropyran-2-yl-indazol-3-yl]triazol-2-yl]propoxy]propan-1-ol [Si](C)(C)(C(C)(C)C)OC=1C=C2C(=NN(C2=CC1)C1OCCCC1)C1=NN(N=C1)CCCOCCCO